tert-butyl (2S)-2-[4-bromo-2-(4-butoxy-4,5-dihydroisoxazol-3-yl) phenoxy]propanoate BrC1=CC(=C(O[C@H](C(=O)OC(C)(C)C)C)C=C1)C1=NOCC1OCCCC